[Cu+2].[O-2].[Mg+2].[Ca+2].[O-2].[O-2] calcium magnesium oxide copper